2-(3-chlorophenyl)-2-(2,2,2-trifluoroethoxy)ethan-1-amine ClC=1C=C(C=CC1)C(CN)OCC(F)(F)F